1-(3-(dimethylamino)-4-methylbenzyl)-3-(thiophen-3-ylmethyl)guanidine CN(C=1C=C(CNC(=N)NCC2=CSC=C2)C=CC1C)C